[N+](=O)([O-])C1=C(C=CC(=C1)[N+](=O)[O-])NCCCCCN N-(2,4-dinitrophenyl)-1,5-pentanediamine